(NE)-N-[[4-(1-methoxyethyl)cyclohex-1,4-dien-1-yl]methylene]hydroxylamine COC(C)C=1CC=C(CC1)\C=N\O